C1(CC1)S(=O)(=O)NC=1SC=C(N1)C(C(=O)NC1=CC=C(C=C1)C=1C=NC=C(C1)OC(C)C)(C)C 2-(2-(cyclopropanesulfonamido)thiazol-4-yl)-N-(4-(5-isopropoxypyridin-3-yl)phenyl)-2-methylpropanamide